NC1=CC(=C(C=C1)COC1=C(C=C(C=C1)C=1C=2C(NC(C1)=O)=NNC2)OC)C(F)(F)F 4-(4-{[4-Amino-2-(trifluoromethyl)phenyl]methoxy}-3-methoxyphenyl)-2H,6H,7H-pyrazolo[3,4-b]pyridin-6-one